4-(2-(trifluoromethyl)phenyl)-1H-pyrrole-3-nitrile FC(C1=C(C=CC=C1)C=1C(=CNC1)C#N)(F)F